tert-butyl 6-((3-fluoro-4-(4-(trifluoromethyl) piperidin-1-yl) phenyl)amino)-2-methyl-3-oxo-2,3-dihydro-1H-indazole-1-carboxylate FC=1C=C(C=CC1N1CCC(CC1)C(F)(F)F)NC1=CC=C2C(N(N(C2=C1)C(=O)OC(C)(C)C)C)=O